[2',2'''-(pyridine-2,6-diyl)bis(5-methyl-3-(triethylsilyl)-[1,1'-biphenyl]-2-ol)] zirconium [Zr].N1=C(C=CC=C1C1=C(C=CC=C1)C=1C(=C(C=C(C1)C)[Si](CC)(CC)CC)O)C1=C(C=CC=C1)C=1C(=C(C=C(C1)C)[Si](CC)(CC)CC)O